FC1=C(C(=C(C(=C1[B-](C1=C(C(=C(C(=C1F)F)F)F)F)(C1=C(C(=C(C(=C1F)F)F)F)F)C1=C(C(=C(C(=C1F)F)F)F)F)F)F)F)F.CC([SH+]C(C1=CC=CC=C1)=O)C Dimethylbenzoylmethylsulfonium tetrakis(pentafluorophenyl)borate